4-benzyl-3-(2-cyclopropylacetyl)oxazolidin-2-one C(C1=CC=CC=C1)C1N(C(OC1)=O)C(CC1CC1)=O